CC(C)=CCC[C@@H](C)CC=O R-(+)-Citronellal